2-(phenyl-diazanyl)terephthalic acid C1(=CC=CC=C1)NNC1=C(C(=O)O)C=CC(=C1)C(=O)O